COC1=CC=C(C=N1)C=1NC(=NN1)CNC1=NC(=NC=2N1N=CC2C(F)(F)F)N2CCOCC2 N-{[5-(6-methoxypyridin-3-yl)-4H-1,2,4-triazol-3-yl]methyl}-2-(morpholin-4-yl)-8-(trifluoromethyl)pyrazolo[1,5-a][1,3,5]triazin-4-amine